CC(C=O)(C)OC1=CC=C(C=C1)C(F)(F)F 2-methyl-2-[4-(trifluoromethyl)phenoxy]propanal